C(C)(C)C1OC2=C(N(C1=O)CC(=O)OC(C)(C)C)C=C(C=C2C=2C1=C(C(N(C2)C)=O)N(C=C1)S(=O)(=O)C1=CC=C(C=C1)C)OC tert-Butyl (2-isopropyl-6-methoxy-8-{6-methyl-1-[(4-methylphenyl)sulfonyl]-7-oxo-6,7-dihydro-1H-pyrrolo[2,3-c]pyridin-4-yl}-3-oxo-2,3-dihydro-4H-1,4-benzoxazin-4-yl)acetate